4-(methylsulfinyl)benzoyl chloride CS(=O)C1=CC=C(C(=O)Cl)C=C1